7-(methylsulfonyl)-2-(4-(prop-2-yn-1-yloxy)phenyl)benzo[d]imidazo[2,1-b]thiazole 2,2,2-trifluoroacetate FC(C(=O)O)(F)F.CS(=O)(=O)C1=CC2=C(N3C(S2)=NC(=C3)C3=CC=C(C=C3)OCC#C)C=C1